methyl-carbenium C[CH2+]